1-methyl-3-propylimidazolium tetrafluoroborate F[B-](F)(F)F.CN1C=[N+](C=C1)CCC